NC1=C(C=2C(=NC(=C(C2)CCO)C)N1C1=C2C=NNC2=CC(=C1C)F)C(=O)N 2-amino-1-(6-fluoro-5-methyl-1H-indazol-4-yl)-5-(2-hydroxyethyl)-6-methyl-1H-pyrrolo[2,3-b]pyridine-3-carboxamide